C(C)(C)(C)NC(OC(=O)OC(C)(C)C)=O Boc (tert-butyl carbamate)